N-(3-methyl-4-pyridyl)-2-iodobenzamide CC=1C=NC=CC1NC(C1=C(C=CC=C1)I)=O